NC1=C(C=C2CCC(N(C2=C1)C)=O)C=1C(=NN(C1)C)C 7-amino-6-(1,3-dimethylpyrazol-4-yl)-1-methyl-3,4-dihydroquinolin-2-one